4,6-dimethylquinoline CC1=CC=NC2=CC=C(C=C12)C